3,3'-diamino-4,4'-azoxyfurazan NC1=NON=C1[N+]([O-])=NC=1C(=NON1)N